C1(CC1)C1=NC(=NO1)C1=CC2=C([C@@H](CO2)NC(OC)=O)C=C1 methyl (S)-(6-(5-cyclopropyl-1,2,4-oxadiazol-3-yl)-2,3-dihydrobenzofuran-3-yl)carbamate